[Cu].[Te].[Se].[Ag] silver-selenium-tellurium-copper